FC(C(C(C(C(C(C(C(C(F)(F)F)(F)F)(F)F)(F)F)(F)F)(F)F)(F)F)(F)F)(S(=O)(=O)O)F perfluoro-n-nonyl-sulfonic acid